(R)-2-(1-(6-amino-5-chloropyrimidine-4-carboxamido)ethyl)-N-(5-chloro-4-(trifluoromethyl)pyridin-2-yl)thiazole-5-carboxamide NC1=C(C(=NC=N1)C(=O)N[C@H](C)C=1SC(=CN1)C(=O)NC1=NC=C(C(=C1)C(F)(F)F)Cl)Cl